ClC=1C=C(C=CC1)C1=CC=C(C=C1)C(\C=C\C=1C=C2N=CC=NC2=CC1)=O (E)-1-(3'-chloro-[1,1'-biphenyl]-4-yl)-3-(quinoxalin-6-yl)prop-2-en-1-one